2-(4-aminophenyl)-8-ethyl-3-(4-(pyrimidin-2-yloxy)phenyl)imidazo[1,2-c]pyrimidin-5-amine NC1=CC=C(C=C1)C=1N=C2N(C(=NC=C2CC)N)C1C1=CC=C(C=C1)OC1=NC=CC=N1